ClC1=CC=CC2=C1SC1=C2C=CC=C1 4-chlorodibenzo[b,d]thiophene